1-amino-2,3-diphenylcyclopropane-1-carboxylic acid ethyl ester C(C)OC(=O)C1(C(C1C1=CC=CC=C1)C1=CC=CC=C1)N